5-(((2-(4-aminobutanamido)ethyl)amino)methyl)-N-(2'-chloro-3'-(5-((3,3-difluoropiperidin-1-yl)methyl)picolinamido)-2-methyl-[1,1'-biphenyl]-3-yl)picolinamide NCCCC(=O)NCCNCC=1C=CC(=NC1)C(=O)NC=1C(=C(C=CC1)C1=C(C(=CC=C1)NC(C1=NC=C(C=C1)CN1CC(CCC1)(F)F)=O)Cl)C